FC1(CCC(CC1)NC1=NC(=NC(=C1)C(=C)OCC)C=1OC(=CC1)C)F N-(4,4-difluorocyclohexyl)-6-(1-ethoxyvinyl)-2-(5-methylfuran-2-yl)pyrimidin-4-amine